1-(3,3-difluorocycloprop-1-en-1-yl)-3-methoxybenzene FC1(C=C1C1=CC(=CC=C1)OC)F